diheneicosanyl maleate C(\C=C/C(=O)OCCCCCCCCCCCCCCCCCCCCC)(=O)OCCCCCCCCCCCCCCCCCCCCC